CN1C(C=2C=CC=NC2C2=C1C(=CC=C2)NC2=CC(=NC=C2C(CC([2H])([2H])[2H])=O)NC(=O)C2CC2)([2H])[2H] N-(4-((6-methyl-5,6-dihydrobenzo[h][1,6]naphthyridin-7-yl-5,5-d2)amino)-5-(propanoyl-3,3,3-d3)pyridin-2-yl)cyclopropanecarboxamide